monotetracosyl phosphate P(=O)(OCCCCCCCCCCCCCCCCCCCCCCCC)([O-])[O-]